N1(CCC1)C1=NC(=C2N=CN(C2=N1)CC1=CC=C(C=C1)O)N1CCSCC1 2-(azetidin-1-yl)-9-(4-hydroxybenzyl)-6-thiomorpholino-9H-purine